ClC1=NC(=CC(=C1)C1OCCOC1)S(=O)(=O)C 2-chloro-4-(1,4-dioxan-2-yl)-6-(methylsulfonyl)pyridine